O=C1NC(CCC1N1C(C2=CC=CC(=C2C1=O)NCCCCCCNC(CN1CCN(CC1)CCNC(=O)C=1C(OC2=CC=C(C=C2C1)O)=O)=O)=O)=O N-(2-(4-(2-((6-((2-(2,6-dioxopiperidin-3-yl)-1,3-dioxoisoindolin-4-yl)amino)hexyl)amino)-2-oxoethyl)piperazin-1-yl)ethyl)-6-hydroxy-2-oxo-2H-chromene-3-carboxamide